Benzyl (methyl 2,4-di-O-acetyl-3-O-sulfo-β-D-glucopyranuronate) C[C@]1(O)[C@H](OC(C)=O)[C@@H](OS(=O)(=O)O)[C@H](OC(C)=O)[C@H](O1)C(=O)OCC1=CC=CC=C1